3-methyl-1-phenyl-5-pyrazolone CC1=NN(C(C1)=O)C1=CC=CC=C1